BrC1=CC(=C(C=C1)C(CC1(C(N(C2=CC=CC=C12)CCC1=CC=CC=C1)=O)O)=O)O 3-(2-(4-bromo-2-hydroxyphenyl)-2-oxoethyl)-3-hydroxy-1-phenethylindol-2-one